Cl.N1(CCCCC1)C1CCNCC1 4-piperidinopiperidine-HCl